(R)-3-chloro-5-(4-(cyclopropanecarbonyl)-3-methylpiperazin-1-yl)pyrazine-2-carbonitrile ClC=1C(=NC=C(N1)N1C[C@H](N(CC1)C(=O)C1CC1)C)C#N